isovaleryl-phenylphosphine C(CC(C)C)(=O)PC1=CC=CC=C1